C(#N)C1=C(C=C(C=C1)C1=NC=CC=C1)C1=CC=C(C=C1)CN(C(CCCC)=O)C1(CCCCC1)C(=O)O 1-(N-((2'-Cyano-5'-(pyridin-2-yl)-[1,1'-biphenyl]-4-yl)methyl)pentanamido)cyclohexanecarboxylic Acid